1-(3,5-difluoro-2-mercaptophenyl)ethanone FC=1C(=C(C=C(C1)F)C(C)=O)S